COC(C(C(=O)OC)=CC1=C(C=CC=C1)[N+](=O)[O-])=O 2-(2-nitrobenzylidene)malonic acid dimethyl ester